N1(CCCC1)C1=NC=C(C=N1)C=1SC=2C=NCCC2N1 2-(2-(pyrrolidin-1-yl)pyrimidin-5-yl)-6,7-dihydrothiazolo[5,4-c]pyridin